FC(C=1C=CC(=C(N)C1)OC1=CC=C(C=C1)C(F)(F)F)(F)F 5-(trifluoromethyl)-2-(4-(trifluoromethyl)phenoxy)aniline